9-(2-hydroxyethyl)purine OCCN1C2=NC=NC=C2N=C1